Methyl-isothiazolinon CC1=NSCC1=O